CC1(C=CC=C1)[Mn] methylcyclopentadienylmanganese (I)